C[C@@H]1N2CCCC(C=3N(C=4C=CC=CC4C3C1)COCC[Si](C)(C)C)C2 (2S)-2-methyl-8-((2-(trimethylsilyl)ethoxy)methyl)-1,4,5,6,7,8-hexahydro-2H-3,7-methanoazonino[5,4-b]indole